6-bis(triethoxysilyl)hexane CCCCCC([Si](OCC)(OCC)OCC)[Si](OCC)(OCC)OCC